trans-racemic-benzyl-5-((tert-butoxycarbonyl)amino)-2-((R)-1-((tert-butyldimethylsilyl)oxy)ethyl)piperidine-1-carboxylate C(C1=CC=CC=C1)OC(=O)N1[C@H](CC[C@@H](C1)NC(=O)OC(C)(C)C)[C@@H](C)O[Si](C)(C)C(C)(C)C |r|